C(C)OC(C(O)C)=O ethyllactate